2-(6-(hydroxy(1-methylpiperidin-2-yl)methyl)-4-methylpyridazin-3-yl)-5-(trifluoromethyl)phenol OC(C1=CC(=C(N=N1)C1=C(C=C(C=C1)C(F)(F)F)O)C)C1N(CCCC1)C